N-((1S,2S,5R)-8-azabicyclo[3.2.1]octan-2-yl)-7-tosyl-7H-pyrrolo[2,3-d]pyrimidin-4-amine [C@@H]12[C@H](CC[C@@H](CC1)N2)NC=2C1=C(N=CN2)N(C=C1)S(=O)(=O)C1=CC=C(C)C=C1